2-(4,4-difluoro-3-methyl-1-piperidinyl)-5,6-difluoro-3-quinolinecarboxylic acid FC1(C(CN(CC1)C1=NC2=CC=C(C(=C2C=C1C(=O)O)F)F)C)F